monopentaerythritol tetrastearate C(CCCCCCCCCCCCCCCCC)(=O)OCC(COC(CCCCCCCCCCCCCCCCC)=O)(COC(CCCCCCCCCCCCCCCCC)=O)COC(CCCCCCCCCCCCCCCCC)=O